C=1N=CN2C1C1=CC=CC=C1[C@H]2C2N(CCCC2O)CC(F)(F)F ((S)-5H-imidazo[5,1-a]isoindol-5-yl)-1-(2,2,2-trifluoroethyl)piperidin-3-ol